leucine methyl ester isocyanate (Methyl-2-isocyanato-4-methyl-pentanoate) CC(C(=O)[O-])(CC(C)C)N=C=O.[N-]=C=O.COC([C@@H](N)CC(C)C)=O